dimethyl(oxo)-λ6-sulfanimine CS(=N)(=O)C